FC1(C[C@H]([C@H](CC1)O)[C@H]1N2C(C3=CC=CC=C13)=CN=C2)F (1S,2S)-4,4-Difluoro-2-((R)-5H-imidazo[5,1-a]isoindol-5-yl)cyclohexan-1-ol